CC1=NC(=NC(=C1)Cl)Cl methyl-2,6-dichloropyrimidine